CN1CC(C1)(C)[C@@](O)(C=1C=NC=C(C1)C1=NOC(=N1)CC1OCCC1)C1=CC=C(C=C1)C(C)C (R)-(1,3-dimethyl-azetidin-3-yl)-(4-isopropyl-phenyl)-(5-{5-[1-(tetrahydro-furan-2-yl)methyl]-[1,2,4]Oxadiazol-3-yl}-pyridin-3-yl)-methanol